(3H-pyrrolo[3,2-c]pyridine-2-carboxamide) heptanoate C(CCCCCC)(=O)O.N1=C(CC=2C=NC=CC21)C(=O)N